1-(3-(dimethylamino)phenyl)urea CN(C=1C=C(C=CC1)NC(=O)N)C